3-IODO-1H-INDAZOLE-7-CARBALDEHYDE IC1=NNC2=C(C=CC=C12)C=O